P(=O)(OC1=C2C(=CNC2=CC=C1)CCN(C)C)([O-])[O-] [3-[2-(dimethylamino) ethyl]-1H-indol-4-yl] phosphate